Benzyl 6-[(p-iodophenyl) methoxy]-2-pyridine-carboxylate IC1=CC=C(C=C1)COC1=CC=CC(=N1)C(=O)OCC1=CC=CC=C1